N1=CC=CC2=CC=CC(=C12)C(=O)N[C@@H](CCOC1CC(C1)CCC1=NC=2NCCCC2C=C1)C(=O)O N-(quinoline-8-carbonyl)-O-(3-(2-(5,6,7,8-tetrahydro-1,8-naphthyridin-2-yl)ethyl)cyclobutyl)homoserine